stearyl-dimethyl-benzyl-ammonium chloride [Cl-].C(CCCCCCCCCCCCCCCCC)[N+](CC1=CC=CC=C1)(C)C